[Cl-].C[N+](CCC)(CC)C Dimethyl-ethyl-propyl-ammonium chloride